N1CCNC2=CC(=CC=C12)C#N 1,2,3,4-tetrahydroquinoxaline-6-carbonitrile